C(C)(C)(C)OC(=O)N1CCC(CC1)SC1=NC(=CC(=N1)N)C 4-((4-amino-6-methylpyrimidin-2-yl)thio)piperidine-1-carboxylic acid tert-butyl ester